(2R,3S)-2,3-dimethylhept-6-enyl-2-(trideuteriomethylguanidino)acetate C[C@@H](COC(CN(C(=N)N)C([2H])([2H])[2H])=O)[C@H](CCC=C)C